2-[(1R,4R)-2-oxa-5-azabicyclo[2.2.1]heptan-5-yl]-5,7-dihydrofuro[3,4-b]pyridine-3-carboxylic acid [C@H]12OC[C@H](N(C1)C1=C(C=C3C(=N1)COC3)C(=O)O)C2